methyl (2R)-2-[[(tert-butoxy)carbonyl]amino]-3-iodopropanoate C(C)(C)(C)OC(=O)N[C@H](C(=O)OC)CI